C1(CC1)C=1N=CN(C1)C1CC2(CN(C2)C(=O)N2CC(C2)OCC2=CC(=C(C=C2)C(F)(F)F)F)C1 [6-(4-cyclopropylimidazol-1-yl)-2-azaspiro[3.3]heptan-2-yl]-[3-[[3-fluoro-4-(trifluoromethyl)phenyl]methoxy]azetidin-1-yl]methanone